dimethylethoxy(3-isopropenylphenyl)silane C[Si](C1=CC(=CC=C1)C(=C)C)(OCC)C